ClC1=CC=C(C=C1)C=1N=C2N(C=CC=C2)C1CN1C2CN(C(C1)CC2)C(=O)C2=CC=NC=C2 (5-{[2-(4-Chlorophenyl)imidazo[1,2-a]pyridin-3-yl]methyl}-2,5-diazabicyclo[2.2.2]oct-2-yl)(pyridin-4-yl)methanon